N-benzyl-N,N-diethylammonium chloride [Cl-].C(C1=CC=CC=C1)[NH+](CC)CC